(6-(tert-butyl)phenyl)pyrimidine-4-carbaldehyde C(C)(C)(C)C1=CC=CC=C1C1=NC=CC(=N1)C=O